CCN1CCC[C@H]1CNC(=O)C2=C(C=CC(=C2)S(=O)(=O)N)OC The molecule is an optically active form of sulpiride having (S)-configuration. The active enantiomer of the racemic drug sulpiride. Selective D2-like dopamine antagonist (Ki values are ~ 0.015. ~ 0.013, 1, ~ 45 and ~ 77 muM at D2, D3, D4, D1 and D5 receptors respectively). It has a role as a dopaminergic antagonist, an antidepressant, an antiemetic and an antipsychotic agent. It is an enantiomer of a (R)-(+)-sulpiride.